1,3,5-tris-(N,N-dimethylamino)benzene CN(C)C1=CC(=CC(=C1)N(C)C)N(C)C